BrC1=CC(=CC=2O[C@]3(CN([C@@H](C3)C(N)=O)C(=O)OC(C)(C)C)C(NC21)=O)F t-butyl (2R,5'S)-5-bromo-5'-carbamoyl-7-fluoro-3-oxo-3,4-dihydrospiro[benzo[b][1,4]oxazine-2,3'-pyrrolidine]-1'-carboxylate